(1-Butyl-1H-indol-3-yl)-[4-(4-hydroxyphenyl)-piperazin-1-yl]-methanone C(CCC)N1C=C(C2=CC=CC=C12)C(=O)N1CCN(CC1)C1=CC=C(C=C1)O